1-((4-(5-(3-bromo-4-isopropoxyphenyl)-1,2,4-oxadiazol-3-yl)naphthalen-1-yl)methyl)azetidine-3-carboxylic acid BrC=1C=C(C=CC1OC(C)C)C1=NC(=NO1)C1=CC=C(C2=CC=CC=C12)CN1CC(C1)C(=O)O